tert-butyl (E)-(3-fluoro-2-(((3-((2-oxoazepan-1-yl)methyl)phenyl)thio)methyl)allyl)carbamate F/C=C(\CNC(OC(C)(C)C)=O)/CSC1=CC(=CC=C1)CN1C(CCCCC1)=O